[3-[4-(2-aminoethoxycarbamoyl)triazol-1-yl]-7-oxo-1,6-diazabicyclo[3.2.1]oct-3-en-6-yl] hydrogen sulfate S(=O)(=O)(ON1C2C=C(CN(C1=O)C2)N2N=NC(=C2)C(NOCCN)=O)O